(1R,3S)-N-(5-chloro-4-(5,5-dimethyl-5,6-dihydro-4H-pyrrolo[1,2-b]pyrazol-3-yl)pyridin-2-yl)-3-(1-methyl-1H-pyrazole-3-Yl)cyclohexane-1-carboxamide ClC=1C(=CC(=NC1)NC(=O)[C@H]1C[C@H](CCC1)C1=NN(C=C1)C)C1=C2N(N=C1)CC(C2)(C)C